FC(COC1=C(C(=NC=C1)N)OC)F (2,2-difluoroethoxy)-3-methoxypyridin-2-amine